butyl 3-[[(2,3-dichloro-6-methoxyphenyl)(pyridin-4-yl)methyl](methyl)carbamoyl]azetidine-1-carboxylate ClC1=C(C(=CC=C1Cl)OC)C(C1=CC=NC=C1)N(C(=O)C1CN(C1)C(=O)OCCCC)C